FC1=CC=C(C=C1)C1=C2C(=NC(=C1C1=CC=NC=C1)C1=CC=C(C=C1)F)N(N=C2)CCC 3-[4,6-bis(4-fluorophenyl)-5-(4-pyridyl)pyrazolo[3,4-b]pyridin-1-yl]propan